5,7-di-tert-butyl-2-(3-chloro-4-fluorophenyl)-benzo[d]oxazole C(C)(C)(C)C=1C=C(C2=C(N=C(O2)C2=CC(=C(C=C2)F)Cl)C1)C(C)(C)C